[Ni](=[Te])=[Te] nickel-di-telluride